(1S,8R)-5-[(6-Chloro-3-pyridinyl)methyl]-7-nitro-11-oxa-2,5-diazatricyclo[6.2.1.02,6]undec-6-ene ClC1=CC=C(C=N1)CN1CCN2[C@@H]3CC[C@H](C(=C12)[N+](=O)[O-])O3